(E)-6,6-bis(iodomethyl)-8,8,9,9-tetramethyl-5-phenyl-3,7-dioxa-4-aza-8-siladec-4-en-1-oic acid methyl ester COC(CO\N=C(\C(O[Si](C(C)(C)C)(C)C)(CI)CI)/C1=CC=CC=C1)=O